(4-Chloropyrimidin-2-yl)-7-isopropoxy-imidazo[1,2-a]pyridine ClC1=NC(=NC=C1)C=1N=C2N(C=CC(=C2)OC(C)C)C1